(1S,3R)-3-acetamido-N-(5-chloro-4-(3-isopropylbenzo[c]isothiazol-5-yl)pyridin-2-yl)cyclohexane-1-carboxamide C(C)(=O)N[C@H]1C[C@H](CCC1)C(=O)NC1=NC=C(C(=C1)C1=CC=2C(=NSC2C(C)C)C=C1)Cl